N-[(4-cyclopropyl-3-fluorophenyl)(2-oxo-2,3-dihydro-1,3-benzoxazol-7-yl)methyl]-1-(2-acetamidoacetyl)pyrrolidine-2-carboxamide C1(CC1)C1=C(C=C(C=C1)C(NC(=O)C1N(CCC1)C(CNC(C)=O)=O)C1=CC=CC=2NC(OC21)=O)F